(R)-N-(1,1-Dioxido-2,3-dihydrothiophen-3-yl)-2-hydroxy-7-(1H-tetrazol-5-yl)quinoline-3-carboxamide O=S1(C[C@@H](C=C1)NC(=O)C=1C(=NC2=CC(=CC=C2C1)C1=NN=NN1)O)=O